CC(=CCO)C=C 3-Methyl-2,4-pentadien-1-ol